CC1=C(C(NC2=CN=CC=C12)=O)C1=NN(C(C1)C1=CC=C(C=C1)C)C(CC)=O 4-methyl-3-(1-propionyl-5-(p-tolyl)-4,5-dihydro-1H-pyrazol-3-yl)-1,7-naphthyridin-2(1H)-one